C12COCC(CC1)N2C=2SC=C(N2)C2=CC=C(C(=C2OCC(=O)NCCCCCCCCCCNC(C2=CC=C(C=C2)N2C(NC(CC2)=O)=O)=O)F)F N-(10-(2-(6-(2-(3-oxa-8-azabicyclo-[3.2.1]octan-8-yl)thiazol-4-yl)-2,3-difluorophenoxy)acetamido)decyl)-4-(2,4-dioxotetrahydropyrimidin-1(2H)-yl)benzamide